C(C)(C)OC(CCCN1C(N(C(C1(C)C)=O)C=1C=NC(=C(C1)OC)C#N)=S)=O 4-[3-[6-cyano-5-(methoxy)pyridin-3-yl]-5,5-dimethyl-4-oxo-2-thioxo-imidazolidin-1-yl]butyric acid isopropyl ester